P(O)(=O)(OP(=O)(O)OP(=O)(O)O)OC[C@@H]1[C@H]([C@H]([C@@H](O1)N1C=NC=2C(NC(CCC)=O)=NC=NC12)O)O N6-butyryladenosine triphosphate